O[C@@H]1C[C@H](N(C1)C([C@H](C(C)(C)C)NC(CNC(C1=CN=CC=C1)=O)=O)=O)C(N[C@@H](C)C1=CC=C(C=C1)C1=C(N=CS1)C)=O N-(2-(((S)-1-((2S,4R)-4-hydroxy-2-(((S)-1-(4-(4-methylthiazol-5-yl)phenyl)ethyl)carbamoyl)pyrrolidin-1-yl)-3,3-dimethyl-1-oxobutan-2-yl)amino)-2-oxoethyl)nicotinamide